N1(CCCCC1)CCCC=1C(NC2=CC=NC=C2C1)=O 3-(3-(piperidin-1-yl)propyl)-1,6-naphthyridin-2(1H)-one